1-ethyl-3-((S)-1,1,1,5,5,5-hexafluoropentan-2-yl)-1-((R)-1-(3-(8-methoxy-2-(trifluoromethyl)imidazo[1,2-a]pyridin-6-yl)phenyl)ethyl)urea C(C)N(C(=O)N[C@H](C(F)(F)F)CCC(F)(F)F)[C@H](C)C1=CC(=CC=C1)C=1C=C(C=2N(C1)C=C(N2)C(F)(F)F)OC